NCC=1C=C(C=CC1)C=1C=C(C2=C(C(=CO2)COC2=C(C=CC(=C2)C)CC(=O)OCC)C1)OCC1CC1 ethyl 2-(2-((5-(3-(aminomethyl)phenyl)-7-(cyclopropylmethoxy)benzofuran-3-yl)methoxy)-4-methylphenyl)acetate